C(#C)[C@]1([C@H]([C@H]([C@@H](O1)N1C=NC=2C(N)=NC=NC12)O)O)CO 4'-ethynyl-adenosine